7-((1H-pyrazol-1-yl)methyl)-2,2,5-trifluorobenzo[d][1,3]dioxol-4-carbonitrile N1(N=CC=C1)CC1=CC(=C(C2=C1OC(O2)(F)F)C#N)F